C1(CC(C(CC1)C(C)C)C(C(=O)[O-])CC(=O)[O-])C menthylsuccinate